C(CCCCCCC\C=C/CCCCCCCC)(=O)OCCCCCOC(CCCCCCC\C=C/CCCCCCCC)=O.[Ti] Titanium pentylene dioleate